C1(=CC(=CC=C1)C1=NC(=NC(=N1)C=1C=C(C=CC1)C1=CC(=CC=C1)C1=NC(=NC(=N1)C1=CC=CC=C1)C1=CC=CC=C1)C1=CC=CC=C1)C1=CC=CC=C1 2-([1,1'-biphenyl]-3-yl)-4-(3'-(4,6-diphenyl-1,3,5-triazin-2-yl)-[1,1'-biphenyl]-3-yl)-6-phenyl-1,3,5-triazine